NCC(=O)C1=CC(=C(C=C1)Cl)Cl 2-amino-1-(3,4-dichlorophenyl)ethanone